BrC=1C=C(C=CC1)N(C(=O)NC1CCC(CC1)(C)O)CC12CCC(CC1)(CC2)C2=NOC(=N2)C(C)(F)F 1-(3-bromophenyl)-1-((4-(5-(1,1-difluoroethyl)-1,2,4-oxadiazol-3-yl)bicyclo[2.2.2]octan-1-yl)methyl)-3-((1R,4R)-4-hydroxy-4-methylcyclohexyl)urea